rac-2-{3-[(cyclopropylmethoxy)methyl][1,4'-bipiperidin]-1'-yl}-N-[(3,5-difluoropyridin-2-yl)methyl]-1,3-thiazole-5-carboxamide C1(CC1)COC[C@H]1CN(CCC1)C1CCN(CC1)C=1SC(=CN1)C(=O)NCC1=NC=C(C=C1F)F |r|